4-methyl-2'-hydroxy-4'-methoxy-5'-(benzylpiperazin-1-yl)methyl-chalcone CC1=CC=C(C=C1)\C=C\C(=O)C1=C(C=C(C(=C1)CN1C(CNCC1)CC1=CC=CC=C1)OC)O